3-[5-[(1R,4R)-2,5-Diazabicyclo[2.2.1]heptan-2-yl]-1-oxo-isoindolin-2-yl]piperidine-2,6-dione [C@H]12N(C[C@H](NC1)C2)C=2C=C1CN(C(C1=CC2)=O)C2C(NC(CC2)=O)=O